(R,S)-3-(5-(3-aminophenyl)isoxazol-3-yl)-3-hydroxy-1-methylpyrrolidin-2-one NC=1C=C(C=CC1)C1=CC(=NO1)[C@]1(C(N(CC1)C)=O)O